Tert-butyl N-[(1S,4R,7R)-2-{2-[1-(cyclopropylmethyl)-1H-pyrrolo[2,3-b]pyridin-2-yl]-7-methoxy-1-methyl-1H-1,3-benzodiazole-5-carbonyl}-6-oxo-2-azabicyclo[2.2.1]heptan-7-yl]carbamate C1(CC1)CN1C(=CC=2C1=NC=CC2)C2=NC1=C(N2C)C(=CC(=C1)C(=O)N1[C@@H]2C(C[C@H](C1)[C@H]2NC(OC(C)(C)C)=O)=O)OC